CC1=C(C(=O)OCCCC(COS(=O)(=O)ON2[C@@H]3CC[C@H](N(C2=O)C3)C(N)=O)(C)C)C(=CC=C1)C 5-(((((1R,2S,5R)-2-carbamoyl-7-oxo-1,6-diazabicyclo[3.2.1]octan-6-yl)oxy)sulfonyl)oxy)-4,4-dimethylpentyl 2,6-dimethylbenzoate